(R)-N-(4-(4-cyclopropyl-1H-imidazol-1-yl)pyridin-2-yl)-6-(4-(1-methoxypropan-2-yl)-4H-1,2,4-triazol-3-yl)pyridinecarboxamide C1(CC1)C=1N=CN(C1)C1=CC(=NC=C1)NC(=O)C1=NC(=CC=C1)C1=NN=CN1[C@@H](COC)C